4-[(2-cyano-2-methyl-propyl)-[4-(5,6,7,8-tetrahydro-1,8-naphthyridin-2-yl)butyl]amino]-2-(3-ethylpentanoylamino)butanoic acid C(#N)C(CN(CCC(C(=O)O)NC(CC(CC)CC)=O)CCCCC1=NC=2NCCCC2C=C1)(C)C